biotin hydrochloride salt Cl.OC(=O)CCCC[C@@H]1SC[C@@H]2NC(=O)N[C@H]12